C(=O)([O-])OOC(=O)OC(C)C 3-isopropyl peroxydicarbonate